zinc barium gallium sulfide [Ga]=S.[Ba].[Zn]